(5S,8S,12S)-8-(3-(tert-butoxy)-3-oxopropyl)-12-(tert-butoxycarbonyl)-5-hexyl-2,2-dimethyl-4,7,10-trioxo-3-oxa-6,9,11-triazapentadecane-15-oic acid C(C)(C)(C)OC(CC[C@@H](C(N[C@H](C(OC(C)(C)C)=O)CCCCCC)=O)NC(N[C@@H](CCC(=O)O)C(=O)OC(C)(C)C)=O)=O